5-(2-chloro-3-(2,3-dichloropyridin-4-yl)phenyl)-3-methoxypicolinaldehyde ClC1=C(C=CC=C1C1=C(C(=NC=C1)Cl)Cl)C=1C=C(C(=NC1)C=O)OC